aniline hydrofluoride F.NC1=CC=CC=C1